(S)-4-(2-(4-(2-acetyl-5-chlorophenyl)-3-methoxy-6-oxopyridazin-1(6H)-yl)-N-methyl-3-phenylpropanamido)benzoic acid C(C)(=O)C1=C(C=C(C=C1)Cl)C=1C(=NN(C(C1)=O)[C@H](C(=O)N(C)C1=CC=C(C(=O)O)C=C1)CC1=CC=CC=C1)OC